Methyl 2',3',4',5',6'-pentafluoro-5-methyl-1,4-dihydro-[1,1'-biphenyl]-2-carboxylate FC1=C(C(=C(C(=C1F)F)F)F)C1C(=CCC(=C1)C)C(=O)OC